7-bromo-N-[6-(difluoromethoxy)-5-fluoro-2-methoxy-3-pyridyl]imidazo[1,2-a]pyridine-3-sulfonamide BrC1=CC=2N(C=C1)C(=CN2)S(=O)(=O)NC=2C(=NC(=C(C2)F)OC(F)F)OC